2,3,5,6-tetrahydroxy-1,4-benzoquinone OC=1C(C(=C(C(C1O)=O)O)O)=O